(5E)-5-{[5-(4-fluorophenyl)furan-2-yl]methylene}-1,3-thiazolidine-2,4-dione FC1=CC=C(C=C1)C1=CC=C(O1)\C=C\1/C(NC(S1)=O)=O